(S)-1'-(6-amino-5-((3-chloro-2-morpholinopyridin-4-yl)thio)-3-methylpyrazin-2-yl)-2-methyl-2,6-dihydro-4H-spiro[cyclopenta[c]pyrazol-5,4'-piperidin]-4-amine NC1=C(N=C(C(=N1)N1CCC2(CC1)[C@@H](C=1C(=NN(C1)C)C2)N)C)SC2=C(C(=NC=C2)N2CCOCC2)Cl